tert-butyl (2-{[4-(6-fluoro-3-phenyl-1-{[2-(trimethylsilyl)ethoxy]methyl}-1H-pyrrolo[3,2-b]pyridin-2-yl)pyridin-3-yl]oxy}ethyl)methylcarbamate FC=1C=C2C(=NC1)C(=C(N2COCC[Si](C)(C)C)C2=C(C=NC=C2)OCCN(C(OC(C)(C)C)=O)C)C2=CC=CC=C2